FC1=CC=2C(C=C(OC2C2=C1N(C(=N2)C(F)(F)F)C(C)C)C2CCN(CC2)C)=O 4-fluoro-3-isopropyl-8-(1-methylpiperidin-4-yl)-2-(trifluoromethyl)chromeno[7,8-d]imidazol-6(3H)-one